C(C1=CC=CC=C1)(=O)O[C@]12[C@]3(CCN(CC1)C(=O)OCC(Cl)(Cl)Cl)C1=CC(=CC=C1C[C@H]2N(CC3)CC3CC3)OC 2,2,2-trichloroethyl (5aS,6R,11bR)-5a-(benzoyloxy)-14-(cyclopropylmethyl)-10-methoxy-1,2,5,5a,6,7-hexahydro-6,11b-(epiminoethano)naphtho[1,2-d]azepine-3(4H)-carboxylate